5-(3-methyl-2,3,4,5-tetrahydropyridin-6-yl)-1H-Indazol-3-amine CC1CN=C(CC1)C=1C=C2C(=NNC2=CC1)N